COC=1N=C2C(=CC=NC2=CC1OC)OC1=C(C=C(C=C1)NC(=O)C=1C(N(C=CC1OCC)C1=NC=C(C=C1)F)=O)F N-[4-[(6,7-dimethoxy-1,5-naphthyridin-4-yl)oxy]-3-fluorophenyl]-4-ethoxy-1-(5-fluoropyridin-2-yl)-2-oxopyridine-3-carboxamide